rel-4-((2S,3R,4R,5S)-3-(4-fluoro-3-(hydroxymethyl)-2-methoxyphenyl)-4,5-dimethyl-5-(trifluoromethyl)tetrahydrofuran-2-carboxamido)pyridineamide FC1=C(C(=C(C=C1)[C@@H]1[C@H](O[C@@]([C@@H]1C)(C(F)(F)F)C)C(=O)NC1=CC(=NC=C1)C(=O)N)OC)CO |o1:7,8,10,11|